C1(CCCC1)OC1=C(C=C(C=C1)NC(=O)C1=COC2=C1C=CC(=C2)C2=NN=NN2)F N-(4-(cyclopentyloxy)-3-fluorophenyl)-6-(1H-tetrazol-5-yl)benzofuran-3-carboxamide